N(=[N+]=[N-])[C@H]1[C@@H](CC(CC1)(F)F)OCC1=CC=CC=C1 |o1:3,4| ((((1R*,2R*)-2-azido-5,5-difluorocyclohexyl)oxy)methyl)benzene